BrC1=CC=C(OCC2CNC(O2)=O)C=C1 5-((4-bromophenoxy)methyl)oxazolidin-2-one